2-(1-((tert-Butoxycarbonyl)amino)ethyl)-5-methyl-1H-indole-6-carboxylic acid C(C)(C)(C)OC(=O)NC(C)C=1NC2=CC(=C(C=C2C1)C)C(=O)O